ClC1=C(C(=O)NC2=CC(=CC=C2)C=CC(=O)C2=CC=C(C=C2)O)C=CC=C1 2-Chloro-N-[3-[3-(4-hydroxyphenyl)-3-oxoprop-1-enyl]phenyl]benzamide